COC1(CC(C1)(O)C1=CC2=C(N=C(N=C2)C2=CC=3C(N=C2)=NN(C3)C)S1)C cis-3-methoxy-3-methyl-1-(2-(2-methyl-2H-pyrazolo[3,4-b]pyridin-5-yl)thieno[2,3-d]pyrimidin-6-yl)cyclobutanol